ClC1=C(C(=C(C=C1OC)OC)Cl)C=1N=C(C2=C(N1)C=NC(=C2)N[C@H]2[C@H](COC2)NC(C=C)=O)N2CC(CCC2)OC N-((3R,4S)-4-((2-(2,6-dichloro-3,5-dimethoxyphenyl)-4-(3-methoxypiperidin-1-yl)pyrido[3,4-d]pyrimidin-6-yl)amino)tetrahydrofuran-3-yl)acrylamide